1,3-dibenzyl-2-oxoimidazolidine-4,5-dicarboxylic acid C(C1=CC=CC=C1)N1C(N(C(C1C(=O)O)C(=O)O)CC1=CC=CC=C1)=O